CC1=CC=C(C=C1)S(=O)(=O)O.N1=CN=C(C2=C1NC=C2)N[C@@H]2CC[C@@H](N(C2)C(C=C)=O)C 1-((2s,5r)-5-((7H-pyrrolo[2,3-d]pyrimidin-4-yl)amino)-2-methylpiperidin-1-yl)propan-2-en-1-one p-toluenesulfonate